5-(aminomethyl)-3-methylbenzo[d]Oxazol-2(3H)-one NCC=1C=CC2=C(N(C(O2)=O)C)C1